N-(3-chloro-2-methoxyphenyl)-4-[[(3-hydroxypyridin-4-yl)methyl]amino]-2-oxo-5,6-dihydro-1H-pyridine-3-carbothioamide ClC=1C(=C(C=CC1)NC(=S)C=1C(NCCC1NCC1=C(C=NC=C1)O)=O)OC